2-chloro-N-methoxy-N-methyl-pyridine-4-carboxamide ClC1=NC=CC(=C1)C(=O)N(C)OC